2-amino-5-methylpyrazine NC1=NC=C(N=C1)C